NC([C@@](CO)(C)NC(=O)C1=C(OC2=C1C=C(C=C2)C(C(F)(F)F)C2=CC=CC=C2)C)=O N-((S)-1-amino-3-hydroxy-2-methyl-1-oxopropan-2-yl)-2-methyl-5-(2,2,2-trifluoro-1-phenylethyl)benzofuran-3-carboxamide